5-(3-Oxa-6-azabicyclo[3.1.1]heptane-6-yl)pyrazolo[1,5-a]pyrimidine-3-carboxylic acid C12COCC(N1C1=NC=3N(C=C1)N=CC3C(=O)O)C2